OC1=CN=C(C=C1C(=O)O)C 5-hydroxy-2-methylisonicotinic acid